FC=1C=C(OC=2C=C(C3=C(OCCO3)C2)NC(=O)C2N(C(CC2)=O)C)C=CC1F N-(7-(3,4-Difluorophenoxy)-2,3-dihydrobenzo[b][1,4]dioxin-5-yl)-1-methyl-5-oxopyrrolidine-2-carboxamide